[Si](C)(C)(C(C)(C)C)OCC(CCCC(C(=O)OC)(C)C1=CC=C(C=C1)I)(C)C methyl 7-((tert-butyldimethylsilyl) oxy)-2-(4-iodophenyl)-2,6,6-trimethyl-heptanoate